N(N)C(CC1(COC1)C=1C=C(C=CC1)NC(OCCCC)=O)=O butyl (3-(3-(2-hydrazineyl-2-oxoethyl)oxetan-3-yl)phenyl)carbamate